C(C)(C)(C)OC(=O)N[C@@H](CCO)C1=CC=CC=C1 (S)-3-(tert-butoxycarbonyl)amino-3-phenyl-propanol